2-Methyl-7-(2-chloro-5-pyridyl)-2-azabicyclo[2.2.2]oct-5-ene CN1C2C=CC(C1)CC2C=2C=CC(=NC2)Cl